N2-Methyl-6-thioguanosin CNC=1NC(C=2N=CN([C@H]3[C@H](O)[C@H](O)[C@@H](CO)O3)C2N1)=S